N-[(3S)-1,3-dimethyl-4-piperidyl]-6-[3-(2-methoxy-4-methylsulfonyl-anilino)prop-1-ynyl]-1-(2,2,2-trifluoroethyl)indol-4-amine CN1C[C@@H](C(CC1)NC=1C=2C=CN(C2C=C(C1)C#CCNC1=C(C=C(C=C1)S(=O)(=O)C)OC)CC(F)(F)F)C